N-[(3S)-9-fluoro-2-oxo-5-phenyl-1,3-dihydro-1,4-benzodiazepin-3-yl]-2-(3-fluoropyridin-4-yl)-6,7-dihydro-5H-pyrazolo[5,1-b][1,3]oxazine-3-carboxamide FC1=CC=CC=2C(=N[C@@H](C(NC21)=O)NC(=O)C=2C(=NN1C2OCCC1)C1=C(C=NC=C1)F)C1=CC=CC=C1